COC1=C(C=CC(=C1)/C=C/C(=O)C(=CC2=CC3=C(C(=O)N(C3=O)C4C(=O)NC(=O)CC4)C=C2)C(=O)/C=C/C5=CC(=C(C=C5)O)OC)O The molecule is a dicarboximide that is thalidomide substituted at position 5 by an ethenyl group, which in turn is substituted by two feruloyl groups at position 2. The compound is a hybrid based on the structures of thalidomide and curcumin and has been found to exhibit cytotoxicity against human multiple myeloma cells. It has a role as an antineoplastic agent. It is an aromatic ether, a dicarboximide, an enone, a member of isoindoles, a member of piperidones, a polyphenol and a beta-diketone. It derives from a curcumin and a thalidomide.